N-{4-[2-(2-chloro-3-fluorophenyl)acetamido]pyridin-2-yl}-N-(2-fluorophenyl)acetamide ClC1=C(C=CC=C1F)CC(=O)NC1=CC(=NC=C1)N(C(C)=O)C1=C(C=CC=C1)F